(N-lauroyl-sarcosine) sodium salt [Na+].C(CCCCCCCCCCC)(=O)N(C)CC(=O)[O-]